4-((hydroxyimino)methyl)benzaldehyde oxime ON=CC1=CC=C(C=NO)C=C1